(E)-3-(4-formyl-2-methoxyphenyl)acrylamide C(=O)C1=CC(=C(C=C1)/C=C/C(=O)N)OC